1-methyl-5-allyloxy-1H-pyrazole CN1N=CC=C1OCC=C